C(C)(=O)C1=CC(=C(COC2=CC=CC(=N2)C2CCN(CC2)CC2=NC3=C(N2C[C@H]2OCC2)C=C(C=C3)C(=O)OC)C=C1)OCC Methyl (S)-2-((4-(6-((4-acetyl-2-ethoxybenzyl)oxy)pyridin-2-yl)piperidin-1-yl)methyl)-1-(oxetan-2-yl methyl)-1H-benzo[d]imidazole-6-carboxylate